C(C)(C)(C)OC(=O)N1CC=2N(CCC1)N=C(C2)C(N(C)CCO)=O 2-((2-hydroxyethyl)(methyl)carbamoyl)-7,8-dihydro-4H-pyrazolo[1,5-a][1,4]diazepine-5(6H)-carboxylic acid tert-butyl ester